(2-((3-(5-methoxybenzo[d]thiazol-2-yl)pyridin-4-yl)amino)-2-oxoethyl)carbamic acid tert-butyl ester C(C)(C)(C)OC(NCC(=O)NC1=C(C=NC=C1)C=1SC2=C(N1)C=C(C=C2)OC)=O